OC(C)OC(CN1C=NC=C1)=O 1-hydroxyethyl-1-imidazoleacetate